N1=C(C=NC=C1)NCCO 2-(pyrazin-2-ylamino)ethanol